CN1N=C(C=C1)NN1C=NC(C=C1)=O ((1-methyl-1H-pyrazol-3-yl)amino)pyrimidin-4(1H)-one